[Br-].C(CCCCCCCCCCCCCCC)N1C=[N+](C=C1)C 1-hexadecyl-3-methylimidazolium bromide salt